((6-chloro-3,5-dihydroxybenzene-1,2,4-triyl)tris(methylene))triacrylamide ethyl-3,4-difluoro-α-[[(2-fluorophenyl)amino]-carbonyl]-β-(nitromethyl)benzenepropanoate C(C)OC(C(C(C1=CC(=C(C=C1)F)F)C[N+](=O)[O-])C(=O)NC1=C(C=CC=C1)F)=O.ClC1=C(C(=C(C(=C1CC=CC(=O)N)CC=CC(=O)N)O)CC=CC(=O)N)O